Pyrrolidinal N1(CCCC1)C=O